COC(=O)C1=NN(C(=C1)C1=CC=CC=C1)C1=C(C=CC=C1)Cl 1-(2-Chlorophenyl)-5-phenylpyrazole-3-carboxylic acid methyl ester